nitrosot-butane N(=O)C(C)(C)C